[(2-fluorophenyl)methoxy]-6,7-dihydro-thiazolo[5,4-c]pyridin-4(5H)-one trifluoroacetate FC(C(=O)O)(F)F.FC1=C(C=CC=C1)COC=1SC=2C(NCCC2N1)=O